resorcin diacrylate C(C=C)(=O)O.C(C=C)(=O)O.C1(O)=CC(O)=CC=C1